C(C)NCCC1=CNC2=C1C=NC=C2 3-(N-ethylaminoethyl)-pyrrolo[3,2-c]pyridine